N-(2-cyano-4-((trifluoromethyl)thio)phenyl)methanesulfonamide C(#N)C1=C(C=CC(=C1)SC(F)(F)F)NS(=O)(=O)C